silylcyclopentane [SiH3]C1CCCC1